7-bromo-2-methylpyrazolo[1,5-a]pyridine-3,5-dicarboxylic acid sodium salt [Na+].BrC1=CC(=CC=2N1N=C(C2C(=O)[O-])C)C(=O)[O-].[Na+]